FC1=CC=C(C=C1)N1CC(CC2=CC=CC=C12)NC(C=C)=O N-(1-(4-fluorophenyl)-1,2,3,4-tetrahydroquinolin-3-yl)acrylamide